N-methyl-7-(2-(tetrahydro-2H-pyran-2-yl)-2H-1,2,3-triazol-4-yl)-N-(2,2,6,6-tetramethyl-piperidin-4-yl)-5H-isochromeno[3,4-d]thiazol-2-amine CN(C=1SC2=C(N1)OCC=1C=C(C=CC12)C1=NN(N=C1)C1OCCCC1)C1CC(NC(C1)(C)C)(C)C